4-amino-6-chloro-2-(3-methoxyphenyl)-5-(piperidin-1-yl)pyridazin NC1=CN(NC(=C1N1CCCCC1)Cl)C1=CC(=CC=C1)OC